1-(4-(8-chloro-6-fluoro-4,7-bis(2-fluoro-6-hydroxyphenyl)-1H-imidazo[4,5-c]-quinolin-1-yl)piperidin-1-yl)prop-2-en-1-one ClC1=CC=2C3=C(C(=NC2C(=C1C1=C(C=CC=C1O)F)F)C1=C(C=CC=C1O)F)N=CN3C3CCN(CC3)C(C=C)=O